2,2',2''-(10-((6-(trifluoromethyl)pyridin-2-yl)methyl)-1,4,7,10-tetraazacyclododecane-1,4,7-triyl)triacetic acid FC(C1=CC=CC(=N1)CN1CCN(CCN(CCN(CC1)CC(=O)O)CC(=O)O)CC(=O)O)(F)F